C(C)C1(COCC1)C(=O)ON1C(C2=CC=CC=C2C1=O)=O 1,3-dioxoisoindol-2-yl 3-ethyloxolane-3-carboxylate